COC1CN(CC1)CC=CC=O 4-(3-methoxypyrrolidin-1-yl)but-2-en-1-one